3-(N-phenylsulfamoyl)-N-(pyridin-3-yl)benzamide C1(=CC=CC=C1)NS(=O)(=O)C=1C=C(C(=O)NC=2C=NC=CC2)C=CC1